C(C=C)(=O)NC=1C(=CC(=C(C1)NC1=NC=C(C(=N1)NC1=C(C=CC=C1)C1=NN(C=C1)C)C(=O)OC(C)C)OC)N([C@@H]1CN(CC1)C)C Isopropyl (S)-2-((5-acrylamido-2-methoxy-4-(methyl(1-methylpyrrolidin-3-yl)amino)phenyl)amino)-4-((2-(1-methyl-1H-pyrazol-3-yl)phenyl)amino)pyrimidine-5-carboxylate